C(C)(C)(C)OC(=O)N1CCC(CC1)OC=1C(=NC=CC1)C(F)(F)F 4-((2-(trifluoromethyl)pyridin-3-yl)oxy)piperidine-1-carboxylic acid tert-butyl ester